C(C)[NH2+]CC.C1(CCCCC1)C(=O)[O-] cyclohexane-1-carboxylic acid diethylammonium salt